2-fluoro-N-(5-(6-fluoro-7-((2-hydroxyethyl)(methyl)amino)-5-methyl-1H-indazol-4-yl)pyrazolo[1,5-a]pyridin-2-yl)cyclopropane-1-carboxamide FC1C(C1)C(=O)NC1=NN2C(C=C(C=C2)C2=C3C=NNC3=C(C(=C2C)F)N(C)CCO)=C1